3-(pyrrolidine-1-carbonyl)benzoic acid [(2R)-3-(3-ethyl-4-oxo-spiro[6,8-dihydro-5H-pyrazolo[4,3-c]azepin-7,4'-tetrahydropyran]-1-yl)-2-methyl-propyl] ester C(C)C1=NN(C2=C1C(NCC1(CCOCC1)C2)=O)C[C@H](COC(C2=CC(=CC=C2)C(=O)N2CCCC2)=O)C